N1=CC(=CC=C1)[C@H](C)O (S)-1-(pyridin-3-yl)ethan-1-ol